5-((4S)-2-oxo-4-phenyl-(1,3-oxazolidin-3-yl))-1-(4-fluorophenyl)pentane-1,5-dione O=C1C(C=CC=C1)[C@@H]1N(COC1)C(CCCC(=O)C1=CC=C(C=C1)F)=O